(R)-N-(3-(5-chloro-2-methoxyphenyl)-1-(2-(3-(hydroxymethyl)pyrrolidin-1-yl)-2-oxoethyl)-1H-pyrazol-4-yl)pyrazolo[1,5-a]pyrimidine-3-carboxamide ClC=1C=CC(=C(C1)C1=NN(C=C1NC(=O)C=1C=NN2C1N=CC=C2)CC(=O)N2C[C@@H](CC2)CO)OC